COC1=CC=C(C=C1)C(OCC12OCC(N(C1)C(=O)NC(C)C)C2OP(N(C(C)C)C(C)C)OCCC#N)(C2=CC=CC=C2)C2=CC=C(C=C2)OC 1-[[bis(4-methoxyphenyl)-phenyl-methoxy]methyl]-7-[2-cyanoethoxy-(diisopropylamino)phosphanyl]oxy-N-isopropyl-2-oxa-5-azabicyclo[2.2.1]heptane-5-carboxamide